IC1=C(C=NC(=C1C)C(F)(F)F)N 4-iodo-5-methyl-6-(trifluoromethyl)pyridin-3-amine